NC1=NC=CC=C1C1=NC=2C(=NC(=CC2)C=2SC(=CN2)C)N1C=1C=C2CC[C@@H](C2=CC1)NC(C1=C(C=C(C(=C1)C=O)O)F)=O N-[(1S)-5-[2-(2-aminopyridin-3-yl)-5-(5-methyl-1,3-thiazol-2-yl)imidazo[4,5-b]pyridin-3-yl]-2,3-dihydro-1H-inden-1-yl]-2-fluoro-5-formyl-4-hydroxybenzamide